Cl.N[C@@H](C(=O)N[C@@H](CCC1=CC=CC=C1)B1OC(C(O1)(C)C)(C)C)COC (R)-2-amino-3-methoxy-N-((R)-3-phenyl-1-(4,4,5,5-tetramethyl-1,3,2-dioxaborolan-2-yl)propyl)propanamide, hydrochloride